CC1(C2=CC=CC(=C2OC=2C(=CC=CC12)P(C1=CC=CC=C1)C1=CC=CC=C1)P(C1=CC=CC=C1)C1=CC=CC=C1)C 9,9-dimethyl-4,5-bis(diphenylphosphino)-xanthene